FC(C=1C=C(OCC=O)C=CC1)(F)F 2-[3-(trifluoromethyl)phenoxy]acetaldehyde